3,6'-dibromo-4'-methoxy-6-(4-methylthiazol-2-yl)-[2,2'-bipyridine]-4-amine BrC=1C(=NC(=CC1N)C=1SC=C(N1)C)C1=NC(=CC(=C1)OC)Br